NC=1C2=C(N=CN1)N(C(=C2C2=CC=C(C=C2)OC2=NC(=CC=C2)C)C2(CNCC2)O)C 3-(4-amino-7-methyl-5-{4-[(6-methylpyridin-2-yl)oxy]phenyl}-7H-pyrrolo[2,3-d]pyrimidin-6-yl)pyrrolidin-3-ol